O=C1CC2(CC(C1)=O)CC(CC(C2)=O)=O 2,4,8,10-tetraoxo-spiro[5.5]undecane